O1CCN(CC1)C1=NC(=C2C=C(C=NC2=C1)C(=O)NN)OC1CCC(CC1)NC1=NC=CC=N1 7-Morpholino-5-[4-(pyrimidin-2-ylamino)cyclohexoxy]-1,6-naphthyridine-3-carbohydrazide